C1(CC1)C([C@@H](C=1OC2=C(N1)C=C(C=C2)[C@@H](COC)N2C(N[C@@H](C2)C(F)(F)F)=O)NC(=O)C2=NON=C2CC)C2CC2 N-((S)-2,2-dicyclopropyl-1-(5-((S)-2-methoxy-1-((S)-2-oxo-4-(trifluoromethyl)imidazolidin-1-yl)ethyl)-benzo[d]oxazol-2-yl)ethyl)-4-ethyl-1,2,5-oxadiazole-3-carboxamide